1-Decyl-2-ethylpyridinium chlorid [Cl-].C(CCCCCCCCC)[N+]1=C(C=CC=C1)CC